2-benzyl-4,6-dichloro-5-(2-methoxyphenoxy)pyrimidine C(C1=CC=CC=C1)C1=NC(=C(C(=N1)Cl)OC1=C(C=CC=C1)OC)Cl